3,4,5-trimethylbenzyl alcohol CC=1C=C(CO)C=C(C1C)C